C(C(=O)C)(=O)O anti-Pyruvic acid